(±)-4-(3-Bromo-2-fluoroanilino)-7-[(oxiran-2-yl)methoxy]quinazolin BrC=1C(=C(NC2=NC=NC3=CC(=CC=C23)OC[C@@H]2OC2)C=CC1)F |r|